FC1=CC=C(C=C1)CCC(=O)NC=1C=CC2=C(C1)COC1=CN=CC(=C12)C 3-(4-fluorophenyl)-N-(1-methyl-6H-isochromeno[3,4-c]pyridin-8-yl)propanamide